3-chloro-5-(2-(4-((2-(4-(3-(4-(2-(2,6-dioxopiperidin-3-yl)-1,3-dioxoisoindolin-5-yl)piperazin-1-yl)azetidin-1-yl)piperidin-1-yl)pyrimidin-4-yl)methoxy)phenyl)Prop-2-yl)benzonitrile ClC=1C=C(C#N)C=C(C1)C(C)(C)C1=CC=C(C=C1)OCC1=NC(=NC=C1)N1CCC(CC1)N1CC(C1)N1CCN(CC1)C=1C=C2C(N(C(C2=CC1)=O)C1C(NC(CC1)=O)=O)=O